(4-Bromo-3-nitrobenzyl)-2-(4-(4-chlorophenyl)piperazin-1-yl)ethan-1-amine BrC1=C(C=C(CC(CN2CCN(CC2)C2=CC=C(C=C2)Cl)N)C=C1)[N+](=O)[O-]